8-[(1R)-1-[2-[4-[tert-butyl(dimethyl)silyl]oxy-1-piperidyl]-4-fluoro-anilino]ethyl]-6-fluoro-3-methyl-2-tetrahydropyran-4-yl-quinazolin-4-one [Si](C)(C)(C(C)(C)C)OC1CCN(CC1)C1=C(N[C@H](C)C=2C=C(C=C3C(N(C(=NC23)C2CCOCC2)C)=O)F)C=CC(=C1)F